((R)-3-Acrylamidocyclopentyl)-4-oxo-5-(6-phenoxypyridin-3-yl)-4,5-dihydro-3H-1-thia-3,5,8-triazaacenaphthylene-2-carboxamide C(C=C)(=O)NC1C[C@@H](CC1)N1C2=C(SC=3N=CC=C(N(C1=O)C=1C=NC(=CC1)OC1=CC=CC=C1)C32)C(=O)N